4-(Morpholin-4-ylmethyl)-3-(trifluoromethyl)aniline Ethyl-cyanoacetat C(C)OC(CC#N)=O.N1(CCOCC1)CC1=C(C=C(N)C=C1)C(F)(F)F